tert-butyl (R)-3-(6-(3-methyl-1H-pyrrolo[2,3-b]pyridin-5-yl)-2-(4-methylpiperazine-1-Carbonyl)-1,2,3,4-tetrahydroisoquinolin-8-yl)morpholine-4-carboxylate CC1=CNC2=NC=C(C=C21)C=2C=C1CCN(CC1=C(C2)[C@H]2N(CCOC2)C(=O)OC(C)(C)C)C(=O)N2CCN(CC2)C